O1N=C(C2=C1C=CC=C2)NS(=O)(=O)C2=C(C=C(C=C2)CC)OC N-(benzo[d]isoxazol-3-yl)-4-ethyl-2-methoxybenzenesulfonamide